ClC1=CC(=CC(=N1)C1=NC(=CC(=C1)C(=O)NC)C)[C@H]1N([C@H](CN(C1)C(C(=C)F)=O)C)S(=O)(=O)C 6'-chloro-4'-((2R,6S)-4-(2-fluoroacryloyl)-6-methyl-1-(methylsulfonyl)piperazin-2-yl)-N,6-dimethyl-[2,2'-bipyridine]-4-carboxamide